5-(4-(2-Hydroxyethoxy)isoindolin-2-yl)-4-methylpyridazin-3(2H)-one OCCOC1=C2CN(CC2=CC=C1)C1=C(C(NN=C1)=O)C